FC1=C(C(=NN1C)C(C(F)(F)F)(F)F)C(F)(F)F 5-fluoro-1-methyl-3-(pentafluoroethyl)-4-(trifluoromethyl)-1H-pyrazole